2-(((1S,2R,5S)-6,6-dimethylbicyclo[3.1.1]heptan-2-yl)methyl)-4,5,6,7-tetrafluoroisoindoline-1,3-dione CC1([C@H]2CC[C@H]([C@@H]1C2)CN2C(C1=C(C(=C(C(=C1C2=O)F)F)F)F)=O)C